(R)-N-(5-chloro-6-(2H-1,2,3-triazol-2-yl)pyridin-3-yl)-2,8-dimethyl-8-(trifluoromethyl)-7,8-dihydro-6H-pyrazolo[1,5-a]pyrrolo[2,3-e]pyrimidine-6-carboxamide ClC=1C=C(C=NC1N1N=CC=N1)NC(=O)N1C[C@](C2=C1C=NC=1N2N=C(C1)C)(C(F)(F)F)C